N-(4-cyano-2-fluorophenyl)-5-(pyridin-2-ylmethyl)-1H-pyrrole-3-sulfonamide C(#N)C1=CC(=C(C=C1)NS(=O)(=O)C1=CNC(=C1)CC1=NC=CC=C1)F